C(=C(C)C)C1=C(C=CC=C1)O isobutenyl-phenol